2-(4-((S)-4-cyclopropyl-3-methylpiperazin-1-yl)piperidin-1-yl)-5-((6-((R)-3-(4-fluoro-3-(trifluoromethyl)phenyl)isoxazolidin-2-yl)pyrimidin-4-yl)amino)-6-methoxypyridin C1(CC1)N1[C@H](CN(CC1)C1CCN(CC1)C1=NC(=C(C=C1)NC1=NC=NC(=C1)N1OCC[C@@H]1C1=CC(=C(C=C1)F)C(F)(F)F)OC)C